N(=[N+]=[N-])C1C(C(CC1)N=[N+]=[N-])OC1C(CCC1N=[N+]=[N-])N=[N+]=[N-] 1,3-diazidocyclopent-2-ylether